methyl-8-(2-{9-[(dimethylamino)methyl]octadecyl}cyclopropyl)octanoate COC(CCCCCCCC1C(C1)CCCCCCCCC(CCCCCCCCC)CN(C)C)=O